2-(1-((2-(dimethylamino)ethyl)amino)ethylidene)-5,5-dimethylcyclohexane-1,3-dione CN(CCNC(C)=C1C(CC(CC1=O)(C)C)=O)C